propionic anhydride (propanoyl propanoate) C(CC)(=O)C(C(=O)O)C.C(CC)(=O)OC(CC)=O